CC1(CC(=C(CC1)C=O)C12CC(C1)(C2)C(F)(F)F)C 4,4-Dimethyl-2-(3-(trifluoromethyl)bicyclo[1.1.1]pentan-1-yl)cyclohex-1-ene-1-carbaldehyde